FC(C(=O)O)(F)F.FC=1C=C2C(=C(NC2=C(C1)F)C1=CC=C(C=C1)F)C1CC(C1)C#N 3-[5,7-difluoro-2-(4-fluorophenyl)-1H-indol-3-yl]Cyclobutanecarbonitrile (trifluoroacetate)